beryllium copper (i) tert-butyl 3-(2-oxo-1H-benzo[cd]indol-5-yl)azetidine-1-carboxylate O=C1NC2=CC=CC=3C2=C1C=CC3C3CN(C3)C(=O)OC(C)(C)C.[Cu+].[Be+2]